FC=1C=C(C(NC1)=O)[C@@H]1N(CCC1)C=1C=CC=2N(N1)C(=CN2)C=2N=NN(C2)C[C@@H](C)O 5-fluoro-3-((R)-1-(3-(1-((R)-2-hydroxypropyl)-1H-1,2,3-triazol-4-yl)imidazo[1,2-b]pyridazin-6-yl)pyrrolidin-2-yl)pyridin-2(1H)-one